2'-aminouridine phosphoramidite P(O)(N)OC[C@@H]1[C@H]([C@]([C@@H](O1)N1C(=O)NC(=O)C=C1)(O)N)O